1-[2-chloro-3-(trifluoromethyl)phenyl]ethanone ClC1=C(C=CC=C1C(F)(F)F)C(C)=O